6-(1-(3-chloropyridin-2-yl)-3-methoxy-1H-pyrazole-5-carboxamido)-N-(cyclopentylmethyl)-5-methylpyrazolo[1,5-a]pyridine-7-carboxamide ClC=1C(=NC=CC1)N1N=C(C=C1C(=O)NC=1C(=CC=2N(C1C(=O)NCC1CCCC1)N=CC2)C)OC